5-(N-([1,1'-biphenyl]-3-ylmethyl)-[1,1'-biphenyl]-4-sulfonylamino)benzofuran-2-carboxylic acid ethyl ester C(C)OC(=O)C=1OC2=C(C1)C=C(C=C2)N(CC=2C=C(C=CC2)C2=CC=CC=C2)S(=O)(=O)C2=CC=C(C=C2)C2=CC=CC=C2